7-((E)-2-(Thiophen-2-yl)vinyl)-4-aza-7,9-dideazaadenosine S1C(=CC=C1)/C=C/C=1C=C([C@H]2[C@H](O)[C@H](O)[C@@H](CO)O2)N2N=CN=C(C12)N